C(C)(C)N1CCN(CC1)C=1C=CC=NC1 5-(4-isopropylpiperazin-1-yl)pyridin